BrN1C(N(C(C1=O)(C)CC)Cl)=O Bromochloro-5-ethyl-5-methyl-2,4-imidazolidinedion